2-((1r,2s)-1-(2-chlorophenyl)-1-(5,6-dimethylpyrazin-2-yl)propan-2-yl)-5-hydroxy-N-(isoxazol-4-yl)-1-methyl-6-oxo-1,6-dihydropyrimidine-4-carboxamide ClC1=C(C=CC=C1)[C@@H]([C@H](C)C=1N(C(C(=C(N1)C(=O)NC=1C=NOC1)O)=O)C)C1=NC(=C(N=C1)C)C